2-chloro-6-ethyl-6-methyl-7,8-dihydroquinolin-5(6H)-one ClC1=NC=2CCC(C(C2C=C1)=O)(C)CC